hydroxy-N-propyl-N-allyltryptamine OC(N(CC=C)CCC)CC1=CNC2=CC=CC=C12